C1N(CCC2=CC=CC=C12)C[C@H](CN1CC(OC2=C(C1=O)C=CC(=C2)CN2CCC1(COC1)C2)(C)C)O 4-[(2R)-3-(3,4-dihydro-1H-isoquinolin-2-yl)-2-hydroxy-propyl]-2,2-dimethyl-8-(2-Oxa-7-azaspiro[3.4]octan-7-ylmethyl)-3H-1,4-benzoxazepin-5-one